methyl 3-pyrrolate formate C(=O)O.N1C=C(C=C1)C(=O)OC